5-[4-[[4-(2-Aminoethoxy)-1-piperidyl]methyl]-1-piperidyl]-3-methyl-2-oxo-benzimidazol NCCOC1CCN(CC1)CC1CCN(CC1)C1=CC2=C(NC(N2C)=O)C=C1